2-(3-((4-(bicyclo[1.1.1]pentan-1-yl)-2,3-dioxopiperazin-1-yl)methyl)isoxazol-5-yl)benzonitrile C12(CC(C1)C2)N2C(C(N(CC2)CC2=NOC(=C2)C2=C(C#N)C=CC=C2)=O)=O